C1(CCCC1)N1N=C(N=C1C1=C(C=CC=C1)C(F)(F)F)C(=O)N[C@H](CC(=O)N(C=1SC=CN1)C)CCN1CC(CCC1)(F)F (3S)-3-({1-cyclopentyl-5-[2-(trifluoromethyl)phenyl]-1H-1,2,4-triazol-3-yl}formamido)-5-(3,3-difluoropiperidin-1-yl)-N-methyl-N-(1,3-thiazol-2-yl)pentanamide